CS(=O)(=O)CCCS(=O)(=O)C1=CC=C(OC[C@H]2C[C@H](N(C2)C2CCC=3C=CC(=CC3C2)C#N)C)C=C1 7-[(2R,4S)-4-{[4-(3-methanesulfonylpropanesulfonyl)phenoxy]methyl}-2-methylpyrrolidin-1-yl]-5,6,7,8-tetrahydronaphthalene-2-carbonitrile